C(C)(=O)[O-].C(CC)[NH+]1CC(CCC1)C 1-Propyl-3-Methylpiperidinium acetat